(S)-2-(4-(4-fluoropyrazolo[1,5-a]pyridin-2-yl)-1,4,6,7-tetrahydro-5H-imidazo[4,5-c]pyridin-5-yl)-5-(1-methylcyclopropyl)-1,3,4-oxadiazole FC=1C=2N(C=CC1)N=C(C2)[C@H]2N(CCC1=C2N=CN1)C=1OC(=NN1)C1(CC1)C